ClC1=CC=C(C=C1)C=1C=C(C(=O)NCC2=NC=C(C=C2)F)C=CC1 3-(4-chlorophenyl)-N-[(5-fluoro-2-pyridyl)methyl]benzamide